germanium telluride fluoride [F-].[Ge+]=[Te]